2-(aminomethyl)-5-fluoro-phenol NCC1=C(C=C(C=C1)F)O